acryloyloxyheptadecyl-tribromosilane C(C=C)(=O)OCCCCCCCCCCCCCCCCC[Si](Br)(Br)Br